C1OC=2C=C3C=CN(C3=CC2O1)C[C@@H](C)N1CCCC1 (R)-5,6-methylenedioxy-1-(2-(1-tetrahydropyrrolyl)propyl)-1H-indole